3-((3-bromopyridin-2-yl)methyl)-2-((3-(hydroxymethyl)-[1,2,4]triazolo[4,3-a]pyridin-7-yl)methyl)isoindolin-1-one BrC=1C(=NC=CC1)CC1N(C(C2=CC=CC=C12)=O)CC1=CC=2N(C=C1)C(=NN2)CO